OC1=C(C(=O)O)C=C(C=C1[N+](=O)[O-])[N+](=O)[O-] 2-hydroxy-3,5-dinitrobenzoic acid